BrC1=C(C=CC(=C1)F)NC1=C(C(=O)NC=2C(=NC(=CC2)OC)C#CCCNC(OC(C)(C)C)=O)C=C(C=C1)C(F)(F)F tert-Butyl (4-(3-(2-((2-bromo-4-fluorophenyl)amino)-5-(trifluoromethyl)-benzamido)-6-methoxy pyridin-2-yl)but-3-yn-1-yl)carbamate